Cl[Ni]Cl dichloro-nickel